(S)-N-(8-(2-chloro-5-fluorophenyl)-3-(N-methylcarbamimidoyl)-6-oxo-5,6,7,8-tetrahydroimidazo[1,5-a]pyrazin-1-yl)-3-fluoro-5-(trifluoromethyl)benzamide ClC1=C(C=C(C=C1)F)[C@H]1C=2N(CC(N1)=O)C(=NC2NC(C2=CC(=CC(=C2)C(F)(F)F)F)=O)C(NC)=N